C1(CC1)CS(=O)(=O)NC(=O)C1=NC(=CC=C1)OC([2H])([2H])[2H] N-((cyclopropylmethyl)sulfonyl)-6-(methoxy-d3)pyridine-2-carboxamide